COC1=C2C=C(N(C2=C(C=C1)OC)C)C(=O)N[C@H](C(=O)O)CC1=CC=CC=C1 (2S)-[(4,7-dimethoxy-1-methylindol-2-carbonyl)amino]-3-phenylpropionic acid